5-(2-ethoxy-5-((4-methylpiperazin-1-yl)sulphonyl)phenyl)-1-methyl-3-propyl-1,6-dihydro-7H-pyrazolo[4,3-d]pyrimidin-7-one C(C)OC1=C(C=C(C=C1)S(=O)(=O)N1CCN(CC1)C)C=1NC(C2=C(N1)C(=NN2C)CCC)=O